The molecule is an L-isoleucine derivative that is L-isoleucine bearing a (4S)-hydroxy substituent. It has a role as a plant metabolite. It is an amino alcohol, a L-isoleucine derivative and a non-proteinogenic L-alpha-amino acid. It is a tautomer of a (4S)-4-hydroxy-L-isoleucine zwitterion. C[C@@H]([C@H](C)O)[C@@H](C(=O)O)N